ClC1=CC=C(C=C1)[C@@H]1CN(CC1)C(=O)C1=CC=C(C=C1)OC[C@@H](CN1N=NC=C1)O ((R)-3-(4-chlorophenyl)pyrrolidin-1-yl)(4-((R)-2-hydroxy-3-(1H-1,2,3-triazol-1-yl)propoxy)phenyl)methanone